C(#N)C1=CC(=CC=2C(=C(OC21)C)C(=O)OCC)OCC2=C(N=CS2)C ethyl 7-cyano-2-methyl-5-((4-methylthiazol-5-yl)methoxy)benzofuran-3-carboxylate